O\N=C(\C1=CC(=C(C=C1)OC1=C(C=CC=C1)C(F)(F)F)C(F)(F)F)/N (Z)-N'-hydroxy-3-(trifluoromethyl)-4-(2-(trifluoromethyl)phenoxy)benzamidine